E-7-benzyl-3-fluoro-6,8-dihydro-5H-1,7-naphthyridin-2-ol C(C1=CC=CC=C1)N1CCC=2C=C(C(=NC2C1)O)F